bis(1,2,3-triazole) borohydride [BH4-].N1N=NC=C1.N1N=NC=C1